C(CCCCC)NCCCCCCCC(=O)OCC(CCCCCCCC)CCCCCC 2-hexyldecyl 8-(hexylamino)octanoate